tert-Butyl 2-(3-fluoro-4-nitrophenoxy)acetate FC=1C=C(OCC(=O)OC(C)(C)C)C=CC1[N+](=O)[O-]